(2S,4r)-1-[(2S)-2-(4-cyclopropyl-triazol-1-yl)-3,3-dimethyl-butyryl]-4-hydroxy-N-[3-[isopropyl-(methylsulfonyl)amino]propyl]pyrrolidine-2-carboxamide C1(CC1)C=1N=NN(C1)[C@H](C(=O)N1[C@@H](C[C@H](C1)O)C(=O)NCCCN(S(=O)(=O)C)C(C)C)C(C)(C)C